(2-Methyl-1,3-dioxolan-4-yl)methanol CC1OCC(O1)CO